ONC(=O)C1(CCC1)C1=C(C=CC(=C1)NC1=NC(=NC2=CC=CC=C12)C)OC N-hydroxy-1-(2-methoxy-5-((2-methylquinazolin-4-yl)amino)phenyl)cyclobutane-1-carboxamide